Trimethoxy-(3-thiocyanatopropyl)silan CO[Si](CCCSC#N)(OC)OC